tert-butyl (S)-4-(1-(4-(2,6-bis(benzyloxy)pyridin-3-yl)phenoxy)ethyl)piperidine-1-carboxylate C(C1=CC=CC=C1)OC1=NC(=CC=C1C1=CC=C(O[C@@H](C)C2CCN(CC2)C(=O)OC(C)(C)C)C=C1)OCC1=CC=CC=C1